Glycerol Mono-L(+)-Lactate C([C@@H](O)C)(=O)OCC(O)CO